N,N-dimethyl-5-chloro-6-(4-(4-chlorophenoxy)-N-piperidinyl)-pyridine-3-sulfonamide CN(S(=O)(=O)C=1C=NC(=C(C1)Cl)N1CCC(CC1)OC1=CC=C(C=C1)Cl)C